N-cyclohexyl-2,6-dihydroxy-3'-methyl-4-pentyl-[1,1'-biphenyl]-3-carboxamide C1(CCCCC1)NC(=O)C=1C(=C(C(=CC1CCCCC)O)C1=CC(=CC=C1)C)O